CCCCCCCCCCCCCCCCCCCCCC(=O)N[C@@H](CO[C@H]1[C@@H]([C@H]([C@@H]([C@H](O1)CO)O)O)O)[C@@H]([C@@H](CCCCCCCCCCC(C)C)O)O The molecule is a N-acyl-1-O-beta-D-glucosyl-4-hydroxy-15-methylhexadecasphinganine in which the acyl group has 22 carbons and 0 double bonds. It derives from a 15-methylhexadecaphytosphingosine.